(1SR,2S,4R)-N-(3-(pentafluoro-λ6-sulfaneyl)benzyl)bicyclo[2.2.1]heptane-2-carboxamide FS(C=1C=C(CNC(=O)[C@@H]2[C@H]3CC[C@@H](C2)C3)C=CC1)(F)(F)(F)F |&1:10|